4-((3-(4-(Difluoromethoxy)-2,3-difluorophenyl)imidazo[1,2-a]pyrazin-8-yl)amino)-N-(5-(dimethylamino)pentyl)-2-ethylbenzamide FC(OC1=C(C(=C(C=C1)C1=CN=C2N1C=CN=C2NC2=CC(=C(C(=O)NCCCCCN(C)C)C=C2)CC)F)F)F